(S)-N-((S)-1-(5-(2-cyclopropylbenzo[d]oxazol-6-yl)-1H-imidazol-2-yl)-7-oxononyl)-6-methyl-6-azaspiro[2.5]octane-1-carboxamide C1(CC1)C=1OC2=C(N1)C=CC(=C2)C2=CN=C(N2)[C@H](CCCCCC(CC)=O)NC(=O)[C@H]2CC21CCN(CC1)C